CS(=O)(=O)C1=NN2C(C(=N1)NCC=1NC(=CN1)C1=CC=C(C=C1)OC(F)(F)F)=NC=C2C(F)(F)F 2-(methanesulfonyl)-N-({5-[4-(trifluoromethoxy)phenyl]-1H-imidazol-2-yl}methyl)-7-(trifluoromethyl)imidazo[2,1-f][1,2,4]triazin-4-amine